pyrimidine-2-amine TFA salt OC(=O)C(F)(F)F.N1=C(N=CC=C1)N